N-((2-(2,6-dioxopiperidin-3-yl)-1-oxoisoindolin-5-yl)methyl)-2,2-difluoro-2-(4-methyl-2-(trifluoromethyl)phenyl)acetamide O=C1NC(CCC1N1C(C2=CC=C(C=C2C1)CNC(C(C1=C(C=C(C=C1)C)C(F)(F)F)(F)F)=O)=O)=O